Amino-hexahydropyridazine-3-carboxylic acid methyl ester COC(=O)C1NN(CCC1)N